ethyl (S)-6-diazo-2-((S)-2-methoxypropanamido)-5-oxohexanoate [N+](=[N-])=CC(CC[C@@H](C(=O)OCC)NC([C@H](C)OC)=O)=O